2-Fluoro-N-(6-(hydroxymethyl)-2-phenyl-2H-indazol-3-yl)-5-(pyrimidin-2-yl)-4-(trifluoromethyl)benzamide FC1=C(C(=O)NC=2N(N=C3C=C(C=CC23)CO)C2=CC=CC=C2)C=C(C(=C1)C(F)(F)F)C1=NC=CC=N1